4-nitrophenyl 4-(4-((benzyloxy)carbonyl)-2-oxopiperazin-1-yl)-2,3-dihydro-1H-pyrrolo[2,3-b]pyridine-1-carboxylate C(C1=CC=CC=C1)OC(=O)N1CC(N(CC1)C1=C2C(=NC=C1)N(CC2)C(=O)OC2=CC=C(C=C2)[N+](=O)[O-])=O